C(C)(=O)O[C@H]1O[C@H]([C@@H]([C@@H]1O[Si](C)(C)C(C)(C)C)OC)N1C(NC(C=C1)=O)=O (2R,3S,4R,5R)-3-((tert-butyldimethylsilyl)oxy)-5-(2,4-dioxo-3,4-dihydropyrimidin-1(2H)-yl)-4-methoxytetrahydrofuran-2-yl acetate